5,6-Dihydro-4H-pyrrolo[1,2-b]pyrazole-3-sulfonamide N=1N2C(=C(C1)S(=O)(=O)N)CCC2